2-(3-nitro-4-methoxyphenyl)imidazo[1,2-a]pyrimidine Hydrobromide Salt Br.[N+](=O)([O-])C=1C=C(C=CC1OC)C=1N=C2N(C=CC=N2)C1